6-((1H-Imidazol-1-yl)methyl)-8-(1-ethyl-3-(trifluoromethyl)-1H-pyrazol-4-yl)chroman-4-one N1(C=NC=C1)CC=1C=C2C(CCOC2=C(C1)C=1C(=NN(C1)CC)C(F)(F)F)=O